1-((R)-1-(1-(2-(2-((3R,5R,7R)-adamantan-1-yl)acetamido)ethyl)piperidin-4-yl)ethyl)-N-((4,6-dimethyl-2-oxo-1,2-dihydropyridin-3-yl)methyl)-2-methyl-1H-indole-3-carboxamide C12(CC3CC(CC(C1)C3)C2)CC(=O)NCCN2CCC(CC2)[C@@H](C)N2C(=C(C3=CC=CC=C23)C(=O)NCC=2C(NC(=CC2C)C)=O)C